CN1N=CC=C1C(=O)N[C@H](C(=O)OCC=C)C(C1=CC=CC=C1)C1=CC=CC=C1 Allyl (S)-2-(1-methyl-1H-pyrazole-5-carboxamido)-3,3-diphenylpropanoate